bis[N-(3-aminobenzoyl)-3-amino-4-hydroxyphenyl]sulfone NC=1C=C(C(=O)NC=2C=C(C=CC2O)S(=O)(=O)C2=CC(=C(C=C2)O)NC(C2=CC(=CC=C2)N)=O)C=CC1